OC=1C(=C2C(=C(N(C2=CC1)C1=CC=C(C=C1)O)C)C(=O)NC)CN1CCCCC1 5-hydroxy-1-(4-hydroxyphenyl)-N,2-dimethyl-4-(piperidin-1-ylmethyl)-1H-indole-3-formamide